C(CC(=O)O)CNC(=O)CN The molecule is an N-acyl-gamma-aminobutyric acid where the acyl group is specified as aminoacetyl. It is a glycine derivative and a N-acyl-gamma-aminobutyric acid.